(7-((2,3-dihydrobenzofuran-6-yl)oxy)-2-methylbenzofuran-3-yl)-N-methyl-methylamine O1CCC2=C1C=C(C=C2)OC2=CC=CC=1C(=C(OC12)C)N(C)C